1,3,5-tris(3'-tert-butyl-4'-hydroxy-5-methylbenzyl)-S-triazine-2,4,6(1h,3h,5h)-trione C(C)(C)(C)C=1C=C(CN2C(N(C(N(C2=O)CC2=CC(=C(C(=C2)C)O)C(C)(C)C)=O)CC2=CC(=C(C(=C2)C)O)C(C)(C)C)=O)C=C(C1O)C